N[C@H](C(=O)NC=1C=CC(=C(C(=O)N[C@H](C)C2=CC=CC3=CC=CC=C23)C1)COC(C)C)CN 5-((S)-2,3-diaminopropanamido)-2-(isopropoxymethyl)-N-((R)-1-(naphthalen-1-yl)ethyl)benzamide